2-(2-chloro-5-fluoropyrimidin-4-yl)-5-(4-methoxybenzyl)-3,6,6-trimethyl-5,6-dihydro-4H-thieno[2,3-c]pyrrol-4-one ClC1=NC=C(C(=N1)C1=C(C2=C(C(N(C2=O)CC2=CC=C(C=C2)OC)(C)C)S1)C)F